ClC=1C(N(N=CC1NC1COCCC1)C1=CC=C(C=C1)C1CCCC1)=O 4-chloro-2-(4-cyclopentylphenyl)-5-((tetrahydro-2H-pyran-3-yl)amino)pyridazin-3(2H)-one